(1-methylpiperidin-4-yl)-pyridin-2-yl-methanone CN1CCC(CC1)C(=O)C1=NC=CC=C1